6-(5-Hydroxy-4-(4-hydroxy-3-methylphenyl)-1H-pyrazol-1-yl)nicotinic acid OC1=C(C=NN1C1=NC=C(C(=O)O)C=C1)C1=CC(=C(C=C1)O)C